2-[(3-ethyloxetane-3-yl)methoxy]ethyl-methoxy-dimethylsilane C(C)C1(COC1)COCC[Si](C)(C)OC